4-methoxy-3-((methylsulfonyl)methyl)aniline COC1=C(C=C(N)C=C1)CS(=O)(=O)C